C(C(=C)C)(=O)OCC(COC(C(=C)C)=O)(COC(C(=C)C)=O)CO pentaerythritol tri(methacrylate)